[Si](C)(C)(C(C)(C)C)OCC1CC2=C(C=C(C=C2C1)OCCN(C)C)F 2-[[2-[[tert-Butyl(dimethyl)silyl]oxymethyl]-7-fluoro-2,3-dihydro-1H-inden-5-yl]oxy]-N,N-dimethylethanamine